n-butyl-aminobenzenesulfonic acid C(CCC)C=1C(=C(C=CC1)S(=O)(=O)O)N